2-(2,6-dioxo-3-piperidyl)-1-oxo-isoindoline-4-carboxylic acid O=C1NC(CCC1N1C(C=2C=CC=C(C2C1)C(=O)O)=O)=O